3-(2,2-difluoropropyl)-2H-pyrrol-5-one FC(CC=1CNC(C1)=O)(C)F